4-fluoro-N-methyl-6-(2-methylimidazo[1,2-b]pyridazin-6-yl)-N-(piperidin-4-yl)-1,3-benzothiazol-2-amine hydrochloride Cl.FC1=CC(=CC2=C1N=C(S2)N(C2CCNCC2)C)C=2C=CC=1N(N2)C=C(N1)C